ClC1=CC=C(OC2=C(C=C(C=C2)C2=C(NC3=CC=CC=C3C2=O)C)O)C=C1 3-(4-(4-chlorophenoxy)-3-hydroxyphenyl)-2-methylquinolin-4(1H)-one